tert-butyl 8-(3-((S)-2-((6-oxo-5-(trifluoromethyl)-1,6-dihydropyridazin-4-yl) amino) propoxy) propanoyl)-3,8-diazabicyclo[3.2.1]octane-3-carboxylate O=C1C(=C(C=NN1)N[C@H](COCCC(=O)N1C2CN(CC1CC2)C(=O)OC(C)(C)C)C)C(F)(F)F